5-Trifluoromethyl-2-thiophenesulfonyl chloride FC(C1=CC=C(S1)S(=O)(=O)Cl)(F)F